3-(tert-butyl) 8-methyl (S)-1,2,4a,5-tetrahydrobenzo[b]pyrazino[1,2-d][1,4]oxazine-3,8(4H)-dicarboxylate C1CN(C[C@@H]2N1C1=C(OC2)C=C(C=C1)C(=O)OC)C(=O)OC(C)(C)C